3-(1-hydroxyethyl)-6-[5-[(6-methylpyridazin-3-yl)amino]benzimidazol-1-yl]-N-(2,2,2-trifluoroethyl)pyridine-2-carboxamide OC(C)C=1C(=NC(=CC1)N1C=NC2=C1C=CC(=C2)NC=2N=NC(=CC2)C)C(=O)NCC(F)(F)F